2,2-dimethyl-5-oxopentanoic acid CC(C(=O)O)(CCC=O)C